3'-methoxy-3,4',5,7-tetrahydroxy-flavone COC=1C=C(C=2OC3=CC(=CC(=C3C(C2O)=O)O)O)C=CC1O